N-(5-(4-bromo-3-fluoroquinolin-6-yl)-2-methoxypyridin-3-yl)-2,4-difluorobenzenesulfonamide BrC1=C(C=NC2=CC=C(C=C12)C=1C=C(C(=NC1)OC)NS(=O)(=O)C1=C(C=C(C=C1)F)F)F